CCCCC/C=C\\C[C@@H]([C@H](C/C=C\\C/C=C\\CCCC(=O)[O-])O)O The molecule is a (5Z,8Z,14Z)-11,12-dihydroxyicosatrienoate obtained by deprotonation of the carboxy group of (5Z,8Z,11S,12S,14Z)-11,12-dihydroxyicosatrienoic acid; major species at pH 7.3. It is a conjugate base of a (5Z,8Z,11S,12S,14Z)-11,12-dihydroxyicosatrienoic acid. It is an enantiomer of a (5Z,8Z,11R,12R,14Z)-11,12-dihydroxyicosatrienoate.